ClC1=NC=C(C(=N1)N(N)C)C(=O)NC=1C(=NC=C(C1)[N+](=O)[O-])C 2-chloro-N-(2-methyl-5-nitropyridin-3-yl)-4-(1-methylhydrazinyl)pyrimidine-5-carboxamide